[Cl-].C(C=C)(=O)NC[N+](C)(C)CCC acrylamido-propyltrimethyl-ammonium chloride